CS(=O)(=O)N1CCC(CC1)NC1=C2C=C(N(C2=CC=C1)CC(F)(F)F)C#CCNC=1C=CC(=NC1)C(C#N)(C)C 2-{5-[(3-{4-[(1-methanesulfonylpiperidin-4-yl)amino]-1-(2,2,2-trifluoroethyl)-1H-indol-2-yl}prop-2-yn-1-yl)amino]pyridin-2-yl}-2-methylpropanenitrile